(4S,5aS,8S,8aR)-4-isobutyl-N-((1R,8R,9R,10R,11S,12R)-10,11,12-trihydroxy-13-oxa-2-thiabicyclo[7.3.1]tridecan-8-yl)octahydro-2H-oxepino[2,3-c]pyrrole-8-carboxamide formate salt C(=O)O.C(C(C)C)[C@H]1C[C@@H]2[C@H]([C@H](NC2)C(=O)N[C@@H]2CCCCCS[C@@H]3[C@@H]([C@H]([C@H]([C@@H]2O3)O)O)O)OCC1